Undecyl 7-(4-hydroxybutyl)-15,15,17-trimethyl-14,16,18-trioxa-7-aza-15-silaoctacosanoate OCCCCN(CCCCCC(=O)OCCCCCCCCCCC)CCCCCCO[Si](OC(OCCCCCCCCCC)C)(C)C